C(N)(OCCCC(=O)C(C)(C)C(C)(C)C)=O Tert-butyl-isopropyl-(4-oxobutyl) carbamate